Methyl (1R,4R,8S)-3-oxo-8-(p-tolyl)-2-oxabicyclo[2.2.2]oct-5-ene-4-carboxylate O=C1O[C@H]2C=C[C@@]1([C@@H](C2)C2=CC=C(C=C2)C)C(=O)OC